ClC1=CC=CC=2N1N=C(N2)C(=O)N2C[C@@]1(CC2)C=C(C(C(C1)(C)C)=O)C#N (5S)-2-(5-chloro[1,2,4]triazolo[1,5-a]pyridine-2-carbonyl)-9,9-dimethyl-8-oxo-2-azaspiro[4.5]dec-6-ene-7-carbonitrile